2-(cyclopropylmethyl)-N-[(1S)-1-[3-(2-cyclopropyl-4-pyridinyl)-1,2,4-oxadiazol-5-yl]ethyl]pyrazole-3-carboxamide C1(CC1)CN1N=CC=C1C(=O)N[C@@H](C)C1=NC(=NO1)C1=CC(=NC=C1)C1CC1